C(C)(C)(C)OC(=O)N1[C@@H]([C@H](CC1)O[Si](C)(C)C(C)(C)C)/C=C/C(=O)O (E)-3-((2R,3S)-1-(tert-butyloxycarbonyl)-3-((tert-butyldimethylsilyl)oxy)pyrrolidin-2-yl)acrylic acid